(S)-2-(3-((2-(benzylamino)-5-fluoropyrimidin-4-yl)oxy)pyrrolidin-1-yl)-N-(3-(2-((1,5-dimethyl-1H-pyrazol-3-yl)amino)-5-methylpyrimidin-4-yl)-1H-indol-7-yl)acetamide C(C1=CC=CC=C1)NC1=NC=C(C(=N1)O[C@@H]1CN(CC1)CC(=O)NC=1C=CC=C2C(=CNC12)C1=NC(=NC=C1C)NC1=NN(C(=C1)C)C)F